(R)-N-(1-(5-fluoro-2-(2-fluoroethoxy)phenyl)ethyl)-3-(1-methyl-1H-pyrazol-4-yl)pyrazolo[1,5-a]pyrimidin-5-amine FC=1C=CC(=C(C1)[C@@H](C)NC1=NC=2N(C=C1)N=CC2C=2C=NN(C2)C)OCCF